(3E)-1-iodo-7,7-dimethoxy-3-heptene ICC\C=C\CCC(OC)OC